FC(C1=C(C=NC(=C1)C1=CC=NC2=CC(=CC=C12)F)OC[C@](CC(C)C)(N)C)F (S)-1-((4-(difluoromethyl)-6-(7-fluoroquinolin-4-yl)pyridin-3-yl)oxy)-2,4-dimethylpentan-2-amine